4,6-dichloro-2-fluoropyridine ClC1=CC(=NC(=C1)Cl)F